[3-methyl-5-(triazol-2-yl)phenyl]methanone CC=1C=C(C=C(C1)N1N=CC=N1)C=O